N,N-bis(4-aminophenyl)-N-butylamine NC1=CC=C(C=C1)N(CCCC)C1=CC=C(C=C1)N